isopropyl 2-((5-acrylamido-4-((2-(azetidin-1-yl)ethyl)(methyl)amino)-2-methoxy-phenyl)amino)-4-(3,3,5-trimethyl-2,3-dihydro-1H-pyrrolo[3,2-b]pyridin-1-yl)pyrimidine-5-carboxylate C(C=C)(=O)NC=1C(=CC(=C(C1)NC1=NC=C(C(=N1)N1CC(C2=NC(=CC=C21)C)(C)C)C(=O)OC(C)C)OC)N(C)CCN2CCC2